(3S,3Ar,6aS)-1-methyl-3-thiophen-2-yl-2,3,3a,6a-tetrahydropyrrolo[3,4-c]pyrazole-4,6-dione CN1N[C@@H]([C@@H]2[C@H]1C(NC2=O)=O)C=2SC=CC2